4-((2,5-dichloropyrimidin-4-yl)amino)-3-(dimethylphosphoryl)-N-(2-fluoroethyl)-N-methylbenzamide ClC1=NC=C(C(=N1)NC1=C(C=C(C(=O)N(C)CCF)C=C1)P(=O)(C)C)Cl